C(C1=CC=CC=C1)OC(C1=C(C=CC=C1)S)=O.NC1=C(OC2=C1C=CC=C2)C(=O)C2=CC=C(C=C2)C 3-Amino-2-benzofuranyl-(4-methylphenyl)methanone Benzyl-2-mercaptobenzoate